[Ga].O=C(C)NCC(NCCCCC(NC(NC(CCC(=O)O)C(=O)O)=O)C(=O)O)=O 2,5,13-trioxo-3,6,12,14-tetraazaheptadecane-11,15,17-tricarboxylic acid gallium